[C@H]1(CC[C@H](CCC1)O)O trans-1,4-cycloheptanediol